(2-cyano-5-(2-oxopyrrolidin-1-yl)phenyl)isoindoline-2-carbonitrile C(#N)C1=C(C=C(C=C1)N1C(CCC1)=O)C1N(CC2=CC=CC=C12)C#N